tert-butyl 3-(5-(1-((tert-butyldimethylsilyl)oxy)-2,2,2-trifluoroethyl)-6-methoxypyridin-3-yl)-4-oxopiperidine-1-carboxylate [Si](C)(C)(C(C)(C)C)OC(C(F)(F)F)C=1C=C(C=NC1OC)C1CN(CCC1=O)C(=O)OC(C)(C)C